pentamethyl-diethoxytrisilane 1,1-dimethylethyl-{(1R)-1-methyl-1-[({2-[(4-methyl-3,4-dihydro-2H-chromen-5-yl)oxy]-5-pyrimidinyl}amino)carbonyl]propyl}carbamate CC(C)(C)N(C(O)=O)[C@](CC)(C(=O)NC=1C=NC(=NC1)OC1=C2C(CCOC2=CC=C1)C)C.C[SiH]([Si]([Si](C)(C)C)(OCC)OCC)C